2,3,5-triazole chloride [Cl-].C=1NN=CN1